ClC1=C(C(=NC=C1)C)NC(=O)C1=CN=C(S1)NC1=NC(=NC(=C1)NCCO)C N-(4-chloro-2-methylpyridin-3-yl)-2-((6-((2-hydroxyethyl)amino)-2-methylpyrimidin-4-yl)amino)thiazole-5-carboxamide